N-[2-amino-5-(4-fluorophenyl)phenyl]-4-(cyclopropylsulfonyl)benzamide NC1=C(C=C(C=C1)C1=CC=C(C=C1)F)NC(C1=CC=C(C=C1)S(=O)(=O)C1CC1)=O